ClC1=C(C=CC=C1)NC1=CC=C2C(=N1)C=NN2C=2C=C(SC2)C(=O)NCCOC 4-(5-((2-chlorophenyl)amino)-1H-pyrazolo[4,3-b]pyridin-1-yl)-N-(2-methoxyethyl)thiophene-2-carboxamide